tert-Butyl ((3S,5R)-5-methyl-1-(3-methyl-5-nitropyridin-4-yl)piperidin-3-yl)carbamate C[C@@H]1C[C@@H](CN(C1)C1=C(C=NC=C1[N+](=O)[O-])C)NC(OC(C)(C)C)=O